methyl decanate C(CCCCCCCCC)(=O)OC